C(CCCCCCCC)(=O)[O-].[K+] potassium pelargonate